5-allyl-4,6-dichloropyrimidine C(C=C)C=1C(=NC=NC1Cl)Cl